(E)-N-(3-(2-(4,4-Difluorocyclohexyl)vinyl)-1-isopropyl-1H-pyrrolo[2,3-b]pyridin-5-yl)acrylamide FC1(CCC(CC1)/C=C/C1=CN(C2=NC=C(C=C21)NC(C=C)=O)C(C)C)F